ClC1=C(OC=2C=CC(=NC2)O)C(=CC(=C1)[N+](=O)[O-])Cl 5-(2,6-dichloro-4-nitrophenoxy)-2-hydroxypyridine